1-((4-(3-fluoro-7-methyldibenzo[b,f][1,4]oxazepin-11-yl)piperazin-1-yl)methyl)cyclopropanecarboxylic acid FC1=CC2=C(C(=NC3=C(O2)C=C(C=C3)C)N3CCN(CC3)CC3(CC3)C(=O)O)C=C1